(5-chloro-2-methoxyphenyl)-3-methyl-6-(trifluoromethyl)indolin-2-one methyl-4'-fluoro-2'-methyl-5'-nitro-[1,1'-biphenyl]-4-carboxylate COC(=O)C1=CC=C(C=C1)C1=C(C=C(C(=C1)[N+](=O)[O-])F)C.ClC=1C=CC(=C(C1)N1C(C(C2=CC=C(C=C12)C(F)(F)F)C)=O)OC